chloromethyl deuteroethyl carbonate C(OCCl)(OCC[2H])=O